(Z)-3-(3-(3,5-bis(trifluoromethyl)phenyl)-1H-1,2,4-triazol-1-yl)-N-(2-methyl-5-oxo-2,6-diazaspiro[3.4]octan-6-yl)acrylamide FC(C=1C=C(C=C(C1)C(F)(F)F)C1=NN(C=N1)\C=C/C(=O)NN1C(C2(CN(C2)C)CC1)=O)(F)F